C(C)(C)(C)OC(=O)NCCC1=CC=C(C=C1)C=1N=C(N2C1SC=C2)C2=CC=C(C(=O)O)C=C2 4-(7-(4-(2-((tert-butoxycarbonyl)amino)ethyl)phenyl)imidazo[5,1-b]thiazol-5-yl)benzoic acid